FC=1N=C(SC1CN1CC2(C[C@@H]1C)CC=1C(=NC=C(N1)OC)O2)NC(C)=O N-(4-Fluoro-5-(((5'S)-2-methoxy-5'-methyl-7H-spiro[furo[2,3-b]pyrazine-6,3'-pyrrolidin]-1'-yl)methyl)thiazol-2-yl)acetamide